2-(5-methoxy-1H-pyrrolo[2,3-b]pyridin-3-yl)-N,N-diethylethane-1-amine COC=1C=C2C(=NC1)NC=C2CCN(CC)CC